C(C)(C)(C)OC(=O)N1CCN(CC1)C1=C2C=C(N(C2=CC=C1)CC1=CC(=C(C=C1)Cl)F)C(F)(F)F.C(C)[Si](CC)=[Si](C1C(=CC2=C(C=CC=C12)C1=CC=C(C=C1)C(C)(C)C)C)C1C(=CC2=C(C=CC=C12)C1=CC=C(C=C1)C(C)(C)C)C (diethylsilane-diyl)-bis(2-methyl-4-(4-t-butyl-phenyl)indenyl)silane Tert-Butyl-4-[1-[(4-Chloro-3-Fluoro-Phenyl)Methyl]-2-(Trifluoromethyl)Indol-4-Yl]Piperazine-1-Carboxylate